methyl 2-((4-(3-((4-chloro-2-fluorobenzyl)oxy)-1H-pyrazol-1-yl)piperidin-1-yl)methyl)-1-((1-(difluoromethyl)-1H-imidazol-5-yl)methyl)-1H-benzo[d]imidazole-6-carboxylate ClC1=CC(=C(COC2=NN(C=C2)C2CCN(CC2)CC2=NC3=C(N2CC2=CN=CN2C(F)F)C=C(C=C3)C(=O)OC)C=C1)F